2-(3,5-dichloro-4-((7-(methyl-d3)-1-oxo-2,5,6,7-tetrahydro-1H-cyclopenta[d]pyridazin-4-yl)oxy)phenyl)-3,5-dioxo-2,3,4,5-tetrahydro-1,2,4-triazine-6-carbonitrile ClC=1C=C(C=C(C1OC=1C2=C(C(NN1)=O)C(CC2)C([2H])([2H])[2H])Cl)N2N=C(C(NC2=O)=O)C#N